(R)-3-((1-((3-(benzyloxy)-1-(1-(methylsulfonyl)spiro[indoline-3,4'-piperidine]-1'-yl)-1-oxopropan-2-yl)amino)-2-methyl-1-oxopropan-2-yl)carbamoyl)-1-methylpyridin C(C1=CC=CC=C1)OC[C@H](C(=O)N1CCC2(CC1)CN(C1=CC=CC=C12)S(=O)(=O)C)NC(C(C)(C)NC(=O)C=1CN(C=CC1)C)=O